O1C(=CC=C1)/C(/C(=O)O)=C\C (fur-2-yl)crotonic acid